CS(=O)(=O)N1CCCCC12C(C2)CNC(=O)C2=CC=1C=NC=CC1N2 N-[(8-methylsulfonyl-8-azaspiro[2.5]octan-2-yl)methyl]-1H-pyrrolo[3,2-c]pyridine-2-carboxamide